pentaerythritol tris(acrylate) C(C=C)(=O)OCC(COC(C=C)=O)(COC(C=C)=O)CO